NC1=NC=C(C(=C1)C(C#N)(C)C)OCCO 2-[2-amino-5-(2-hydroxyethoxy)-4-pyridyl]-2-methyl-propanenitrile